ClC1=C(C=CC(=C1)N1CC2N(CC1)CCC2)NC2=NC=C(C(=N2)NCCCNC(=O)C2CCC2)C(F)(F)F N-(3-((2-((2-chloro-4-(hexahydropyrrolo[1,2-a]pyrazin-2(1H)-yl)phenyl)amino)-5-(trifluoromethyl)pyrimidin-4-yl)amino)propyl)cyclobutanecarboxamide